ClC1=CCCC2=CC(=CC=C12)O 1-chloro-6-hydroxy-3,4-dihydronaphthalene